FC(C(=O)O)(F)F.CN1N=C2C=C(C(=CC2=C1)NC(=O)N1CCC=2C1=NC=CC2N2C[C@@H](NCC2)CO)C (R)-N-(2,6-dimethyl-2H-indazol-5-yl)-4-(3-(hydroxymethyl)piperazin-1-yl)-2,3-dihydro-1H-pyrrolo[2,3-b]pyridine-1-carboxamide 2,2,2-trifluoroacetate